FC(C(=O)N1CCN(CC1)C1=NC(=NC=2C[C@]3(CCC12)CC1=CC=CC=C1CC3)OC[C@H]3N(CCC3)C)=C 2-Fluoro-1-(4-((R)-2'-(((S)-1-methylpyrrolidin-2-yl)methoxy)-3,4,5',8'-tetrahydro-1H,6'H-spiro[naphthalene-2,7'-quinazolin]-4'-yl)piperazin-1-yl)prop-2-en-1-one